8-[(1R)-1-[(2-Bromo-6-chloro-3-pyridyl)amino]ethyl]-3,6-dimethyl-2-(3-pyridyl)chromen-4-one BrC1=NC(=CC=C1N[C@H](C)C=1C=C(C=C2C(C(=C(OC12)C=1C=NC=CC1)C)=O)C)Cl